ClC=1C=C(C=C(C1C1CC1)C=1N=C2C3=C(N=C(C(=C3C1F)C)C)N1[C@H]([C@@H](O2)C)[C@@H]2CC[C@H](C1)N2)O 3-chloro-4-cyclopropyl-5-((5S,5aS,6S,9R)-1-fluoro-5,13,14-trimethyl-5a,6,7,8,9,10-hexahydro-5H-6,9-epiminoazepino[2',1':3,4][1,4]oxazepino[5,6,7-ij][2,7]naphthyridin-2-yl)phenol